5-((14-((5-(4-chloro-5-methyl-5H-pyrido[4,3-b]indol-7-yl)pyridin-2-yl)oxy)-3,6,9,12-tetraoxatetradecyl)oxy)-2-(2,6-dioxopiperidin-3-yl)isoindoline-1,3-dione ClC1=CN=CC2=C1N(C=1C=C(C=CC21)C=2C=CC(=NC2)OCCOCCOCCOCCOCCOC=2C=C1C(N(C(C1=CC2)=O)C2C(NC(CC2)=O)=O)=O)C